FC(F)(F)S(=N)C(F)(F)F.C(CCCCC)N1CN(C=C1)C 1-hexyl-3-methylimidazole bistrifluoromethylsulfimide salt